(R)-3-(2-chlorophenoxy)-2,2-dimethyl-N-(1-methylpyrrolidin-3-yl)propanamide ClC1=C(OCC(C(=O)N[C@H]2CN(CC2)C)(C)C)C=CC=C1